6-(4-(trifluoromethyl)phenyl)-N-(3,4,5-trimethoxyphenyl)-[1,2,4]triazolo[4,3-a]pyridin-3-amine FC(C1=CC=C(C=C1)C=1C=CC=2N(C1)C(=NN2)NC2=CC(=C(C(=C2)OC)OC)OC)(F)F